C(C1=CC=CC=C1)O[C@@](CCC=C)(C(F)(F)F)C=1OC(=NN1)C1=NC(=C(C=C1Br)C(F)(F)F)O[C@@H](CC=C)C 2-[(1R)-1-benzyloxy-1-(trifluoromethyl)pent-4-enyl]-5-[3-bromo-6-[(1R)-1-methylbut-3-enoxy]-5-(trifluoromethyl)-2-pyridinyl]-1,3,4-oxadiazole